(2-(Dinonylamino)ethyl)4-(2-((2-(dinonylamino)ethyl)(nonyl)amino)ethyl)cyclohexane C(CCCCCCCC)N(CCC1CCC(CC1)CCN(CCCCCCCCC)CCN(CCCCCCCCC)CCCCCCCCC)CCCCCCCCC